O(C1=CC=CC=C1)C1=C(C=C(C=C1)NC(=O)NC1=CC=CC=C1)OC(C)C 1-[4-phenoxy-3-(prop-2-yloxy)phenyl]-3-phenylurea